C1(=CC(=CC=C1)C/C=C/C=O)C (E)-4-(m-tolyl)but-2-enal